1-(4-bromo-3-methylbenzyl)-2-methyl-1H-imidazole BrC1=C(C=C(CN2C(=NC=C2)C)C=C1)C